NC1=NC=NN2C1=CC=C2[C@H]2[C@@H]([C@@H]([C@@](O2)(C#N)COP(=O)(OC2=CC=CC=C2)NC2(CCC2)C(=O)OCC(CC)CC)O)O 2-ethylbutyl 1-(((((2R,3S,4R,5S)-5-(4-aminopyrrolo[2,1-f][1,2,4]triazin-7-yl)-2-cyano-3,4-dihydroxytetrahydrofuran-2-yl)methoxy)(phenoxy)phosphoryl)amino)cyclobutanecarboxylate